tetrahydrothiophenium triflate [O-]S(=O)(=O)C(F)(F)F.[SH+]1CCCC1